(6-(3-cyclopropyl-1H-1,2,4-triazol-1-yl)-2-azaspiro[3.3]heptan-2-yl)(3-((4-(trifluoromethyl)pyrimidin-2-yl)oxy)azetidin-1-yl)methanone C1(CC1)C1=NN(C=N1)C1CC2(CN(C2)C(=O)N2CC(C2)OC2=NC=CC(=N2)C(F)(F)F)C1